C(CCC)OC(=O)N(C)CC1=C(SC(=C1)Cl)C1=CC=C(C(=N1)C)O[C@@H]1C[C@H](CCC1)C(=O)O (1S,3S)-3-((6-(3-(((Butoxycarbonyl)(methyl)amino)methyl)-5-chlorothiophen-2-yl)-2-methylpyridine-3-yl)oxy)cyclohexane-1-carboxylic acid